CC=1C=CC(=C(C1)N1/C(/SCC1=O)=N/C(=O)NC1=C(C=C(C=C1)C=1N=CN(C1)C1=NC=C(C=C1)C(F)(F)F)C)OCCC(F)(F)F (Z)-1-(3-(5-methyl-2-(3,3,3-trifluoropropoxy)phenyl)-4-oxothiazolidin-2-ylidene)-3-(2-methyl-4-(1-(5-(trifluoromethyl)pyridin-2-yl)-1H-imidazol-4-yl)phenyl)urea